C(C)[C@@]1(CC[C@@]2([C@H]3CC[C@@]4([C@H](CC[C@H]4[C@@H]3CC[C@H]2C1)[C@H](CC)CC[C@@](C(F)(F)F)(C)O)C)C)O (3S,5S,8R,9S,10S,13R,14S,17R)-3-ethyl-10,13-dimethyl-17-((3R,6R)-7,7,7-trifluoro-6-hydroxy-6-methylheptan-3-yl)hexadecahydro-1H-cyclopenta[a]phenanthren-3-ol